C(C)C1N(CCC(C1)C(=O)O)C(=O)C1=NN(C(=C1)C1=CC(=NC=C1F)OC)COCC[Si](C)(C)C 2-ethyl-1-[5-(5-fluoro-2-methoxypyridin-4-yl)-1-[[2-(trimethylsilyl)ethoxy]methyl]pyrazole-3-carbonyl]piperidine-4-carboxylic acid